COC=1C=C2C(CN(CO2)CCC2=CC=CC=C2)=C(C1)C(=O)OC methyl 7-methoxy-3-phenylethyl-3,4-dihydro-2H-benzo[e][1,3]oxazine-5-carboxylate